FC1CNCCC1NC(C1=CC(=C(C=C1)NCC#C)OC)=O N-(3-Fluoropiperidin-4-yl)-3-methoxy-4-(prop-2-yn-1-ylamino)benzamide